OC(C(=O)[O-])CCCCCCCCCCCCCCCC Hydroxystearat